(2R)-7-((2-hydroxyethyl)sulfonyl)-2-(3-(4-methoxy-4-oxobutan-2-yl)phenyl)-2,6,6-trimethylheptanoic acid OCCS(=O)(=O)CC(CCC[C@](C(=O)O)(C)C1=CC(=CC=C1)C(C)CC(=O)OC)(C)C